NC=1N=N(C2=C(N1)C(=CC=C2C(=O)OC)F)=O methyl 3-amino-5-fluoro-1-oxo-1lambda5,2,4-benzotriazine-8-carboxylate